6-((1-Cyclopropyl-1H-pyrazol-3-yl)amino)-4-((1-ethyl-7-methoxy-1H-indazol-6-yl)amino)-N-(methyl-d3)nicotinamide C1(CC1)N1N=C(C=C1)NC1=NC=C(C(=O)NC([2H])([2H])[2H])C(=C1)NC1=CC=C2C=NN(C2=C1OC)CC